C1(CC1)COC=1C=C(CCC=2C=CC(NC2)=O)C=CC1OC(F)F 5-(3-(cyclopropylmethoxy)-4-(difluoromethoxy)phenethyl)pyridin-2(1H)-one